ClC1C2(CCN(CC12)C(=O)C1CC2(C1)NC(OC2)=O)C2=CC=CC=C2 (rac)-(2s,4s)-2-(7-chloro-6-phenyl-3-azabicyclo[4.1.0]heptane-3-carbonyl)-7-oxa-5-azaspiro[3.4]octan-6-one